N-((1-aminocyclopropyl)methyl)-N-(1-(4-fluoro-3-(trifluoromethyl)-phenyl)cyclopropyl)-Methanesulfonamid NC1(CC1)CN(S(=O)(=O)C)C1(CC1)C1=CC(=C(C=C1)F)C(F)(F)F